S(N)(OCC[C@@H]1OC2(O[C@H]1CC1=CC=CC=C1)CCCC2)(=O)=O 2-((2S,3S)-3-benzyl-1,4-dioxaspiro[4.4]nonan-2-yl)ethyl sulfamate